2-ethyl-acryl chloride C(C)C(C(=O)Cl)=C